2-aminoethyl-(triethoxysilane) NCC[Si](OCC)(OCC)OCC